N-isopropyl-4-(6-isopropyl-5-(7-methyl-[1,2,4]triazolo[1,5-a]pyridin-6-yl)-4H-pyrrolo[3,2-d]thiazol-2-yl)-N-methylcyclohexan-1-amine C(C)(C)N(C1CCC(CC1)C=1SC2=C(N1)C(=C(N2)C=2C(=CC=1N(C2)N=CN1)C)C(C)C)C